C(C1=CC=CC=C1)N1CC(CCC1)C1=CN(C2=CN=CC=C21)C2=C(C(=O)N(C)C(C)C)C=C(C=C2)F 2-(3-(1-benzylpiperidin-3-yl)-1H-pyrrolo[2,3-c]pyridin-1-yl)-5-fluoro-N-isopropyl-N-methylbenzamide